(trifluoromethyl)imidazole-2-carbaldehyde FC(F)(F)C=1N=C(NC1)C=O